Pyridine-4,6-diamine N1=CC=C(C=C1N)N